ditert-butyl-[2-[2,4,6-tri(propan-2-yl)phenyl]phenyl]phosphine C(C)(C)(C)P(C1=C(C=CC=C1)C1=C(C=C(C=C1C(C)C)C(C)C)C(C)C)C(C)(C)C